FC1(CCC(CC1)N1N=C(C=C1C)NC(C1=C(C=C(C=C1)I)N1CCC2(CC2)CC1)=O)F N-(1-(4,4-difluorocyclohexyl)-5-methyl-1H-pyrazol-3-yl)-4-iodo-2-(6-azaspiro[2.5]octan-6-yl)benzamide